α-Methylstyrene oxide CC1(CO1)C1=CC=CC=C1